4-[5-(2,5-dimethylpyrrol-1-yl)-1,3,4-thiadiazol-2-yl]-5-methylthiophene-3-carbonitrile CC=1N(C(=CC1)C)C1=NN=C(S1)C=1C(=CSC1C)C#N